6-({4-[(2S)-2-[(8-{3-[(dimethylamino)methyl]-4-fluorophenyl}quinazolin-4-yl)amino]propyl]piperazin-1-yl}sulfonyl)-3-methyl-2,3-dihydro-1,3-benzothiazol-2-one CN(C)CC=1C=C(C=CC1F)C=1C=CC=C2C(=NC=NC12)N[C@H](CN1CCN(CC1)S(=O)(=O)C1=CC2=C(N(C(S2)=O)C)C=C1)C